FC(CC(=O)N=C(NC1=NC2=CC=CC=C2C(=N1)C)NC1CCN(CC1)C)(F)F 3,3,3-Trifluoro-N-(((1-methylpiperidin-4-yl)amino)((4-methylquinazolin-2-yl)amino)methylene)propanamide